3,4-Dimethyl-hex-3-en CC(CC)=C(CC)C